CN1CN(C=C1)CC(CO)(CO)CN1CN(C=C1)C 2,2-bis[(1-methylimidazol-3-yl)methyl]propane-1,3-Diol